(6-cyclopropylmorpholin-2-yl)methanol C1(CC1)C1OC(CNC1)CO